ethyl 2-[6-[4-(1,4-diazabicyclo[3.2.1]octan-4-yl)phenyl]-4-(difluoromethyl)-7-methyl-indazol-2-yl]-2-[(6R)-6-fluoro-6,7-dihydro-5H-pyrrolo[1,2-c]imidazol-1-yl]acetate N12CCN(C(CC1)C2)C2=CC=C(C=C2)C=2C=C(C1=CN(N=C1C2C)C(C(=O)OCC)C2=C1N(C=N2)C[C@@H](C1)F)C(F)F